P(=O)(O)([O-])[O-].[Ca+2].[K+] potassium calcium hydrogen phosphate